4'-((1,4-oxazepan-4-yl)methyl)-N-((4,6-dimethyl-2-oxo-1,2-dihydropyridin-3-yl)methyl)-5-(ethyl-(tetrahydro-2H-pyran-4-yl)amino)-4-methyl-[1,1'-biphenyl]-3-carboxamide O1CCN(CCC1)CC1=CC=C(C=C1)C1=CC(=C(C(=C1)N(C1CCOCC1)CC)C)C(=O)NCC=1C(NC(=CC1C)C)=O